1-[3,5-bis(trifluoromethyl)phenyl]-3-[(1r,2r)-(-)-2-(dimethylamino)cyclohexyl]thiourea CN(C)[C@@H]1CCCC[C@H]1NC(=S)NC2=CC(=CC(=C2)C(F)(F)F)C(F)(F)F